FC(F)(F)C=1C(=NC=CC1)C(F)(F)F bis(trifluoromethyl)pyridin